CC1(C[C@@H](CO1)NC=1N=NC(=C2C1C=NC=C2)C2=C(C=C(C=C2F)C)O)C 2-(4-(((S)-5,5-dimethyltetrahydrofuran-3-yl)amino)pyrido[3,4-d]pyridazin-1-yl)-3-fluoro-5-methylphenol